IC(C(=S)O)(C)I diiodothiopropionic acid